(S)-3-(benzyloxy)propane-1,2-diol C(C1=CC=CC=C1)OC[C@H](CO)O